3,4-dichloro-N-(4-(hydrazinecarbonyl)-2-(thiophen-2-ylmethoxy)phenyl)-5-methyl-1H-pyrrole-2-carboxamide ClC1=C(NC(=C1Cl)C)C(=O)NC1=C(C=C(C=C1)C(=O)NN)OCC=1SC=CC1